2-(2-((5-fluorobenzo[d]oxazol-2-yl)amino)benzo[d]oxazol-5-yl)-1-morpholinoethan-1-one FC=1C=CC2=C(N=C(O2)NC=2OC3=C(N2)C=C(C=C3)CC(=O)N3CCOCC3)C1